FC1=C(\C=N\C[C@H](C)OC[Sn](CCCC)(CCCC)CCCC)C=C(C=C1)F (S,E-7Z)-N-(2,5-difluorobenzylidene)-2-((tributylstannyl)methoxy)propan-1-amine